CN(C)\C(=N/C(C(CO[Si](C(C)(C)C)(C1=CC=CC=C1)C1=CC=CC=C1)NC(OC(C)(C)C)=O)=S)\C tert-butyl (Z)-(2,3,10,10-tetramethyl-9,9-diphenyl-5-thioxo-8-oxa-2,4-diaza-9-silaundec-3-en-6-yl)carbamate